O1CCN(CC1)S(=O)(=O)C=1C=C(C=CC1)B(O)O (3-(morpholinosulfonyl)phenyl)boronic acid